4-{6-[(3-cyanobenzyl)oxy]pyridin-2-yl}piperidin C(#N)C=1C=C(COC2=CC=CC(=N2)C2CCNCC2)C=CC1